C(C)(C)(C)C1(N(CCCC1)C(=O)[O-])OC=1N=C2C(=NC1)N(C=C2C2=NNC(=N2)C)COCC[Si](C)(C)C tert-Butyl-{[7-(5-methyl-1H-1,2,4-triazol-3-yl)-5-{[2-(trimethylsilyl)ethoxy]methyl}-5H-pyrrolo[2,3-b]pyrazin-2-yl]oxy}piperidine-1-carboxylate